(S)-6-Fluoro-2,10-dimethyl-7-(6-((2-(piperidin-1-yl)ethoxy)methyl)pyridin-3-yl)-9,10-Dihydro-8-oxa-2,4,10a-triazanaphtho[2,1,8-cde]azulene-1(2H)-one FC=1C=C2N=CC=3N(C(N4[C@H](COC(=C2C34)C1C=1C=NC(=CC1)COCCN1CCCCC1)C)=O)C